N-Methylisatin CN1C(=O)C(=O)C2=CC=CC=C12